cobalt icosanoate C(CCCCCCCCCCCCCCCCCCC)(=O)[O-].[Co+2].C(CCCCCCCCCCCCCCCCCCC)(=O)[O-]